CC(CO)CC(CC(CC(CCC)C)C)C 2,4,6,8-tetramethyl-1-undecanol